rac-(6S)-6-tert-butyl-N-[rac-(1R)-3-morpholino-1-[4-[[rac-(3S,4S)-4-hydroxypyrrolidin-3-yl]carbamoyl]phenyl]propyl]-5,6,7,8-tetrahydrothieno[2,3-b]quinoline-2-carboxamide C(C)(C)(C)[C@@H]1CC=2C=C3C(=NC2CC1)SC(=C3)C(=O)N[C@H](CCN3CCOCC3)C3=CC=C(C=C3)C(N[C@H]3CNC[C@@H]3O)=O |r|